C(C1=CC=CC=C1)N1CCC(CC1)NC(CCC1=NN=C2N1N=C(C=C2)Cl)=O N-(1-benzylpiperidin-4-yl)-3-{6-chloro-[1,2,4]triazolo[4,3-b]pyridazin-3-yl}propaneamide